N-(4-(2-fluorophenoxy)-2-(methyl(2-(methylamino)ethyl)amino)-3-(trifluoromethyl)phenyl)-1-(pyridazin-4-yl)-1H-pyrazole-3-carboxamide FC1=C(OC2=C(C(=C(C=C2)NC(=O)C2=NN(C=C2)C2=CN=NC=C2)N(CCNC)C)C(F)(F)F)C=CC=C1